2-[1-(3,3-dimethyl-1-cyclopenten-1-yl) ethoxy]-2-methylpropyl methoxyacetate COCC(=O)OCC(C)(C)OC(C)C1=CC(CC1)(C)C